ClC=1C=CC=CC1OC(F)(F)F 3-chloro-4-(trifluoromethoxy)benzene